C(C)OC(=O)C1=NC(=C(N=C1N1CCC2([C@@H]([C@@H](OC2)C)N)CC1)C)Br 3-((3S,4S)-4-amino-3-methyl-2-oxa-8-azaspiro[4.5]dec-8-yl)-6-bromo-5-methylpyrazine-2-carboxylic acid ethyl ester